4-(2-(2-bromo-4-(difluoromethoxy)-6-methylphenyl)hydrazineyl)-6-chloro-5-(1,3-dioxolan-2-yl)-2-ethoxypyrimidine BrC1=C(C(=CC(=C1)OC(F)F)C)NNC1=NC(=NC(=C1C1OCCO1)Cl)OCC